6-[5-(6-methyl-2-pyridyl)-1H-imidazol-4-yl]quinolin-3-amine CC1=CC=CC(=N1)C1=C(N=CN1)C=1C=C2C=C(C=NC2=CC1)N